ClC=1C(=NC=C(C1)C(F)(F)F)CNC1=NC=NC2=C(C=C(C=C12)C1=CC=C(C=C1)F)OC N-[[3-Chloro-5-(trifluoromethyl)-2-pyridyl]methyl]-6-(4-fluorophenyl)-8-methoxy-quinazolin-4-amine